C12(CC3CC(CC(C1)C3)C2)NC(=O)C2=CC=C(C(=N2)C(=O)O)C=2C(=CC3=C(OCCC1=C3SC=C1)C2)C(NC2=CC=C(C=C2)CN)=O 6-(((1s,3s)-adamantan-1-yl)carbamoyl)-3-(9-((4-(aminomethyl)phenyl)carbamoyl)-4,5-dihydrobenzo[b]thieno[2,3-d]oxepin-8-yl)picolinic acid